2-(((6aR,8R)-6a-(difluoromethyl)-2-(3-fluoro-2-hydroxyphenyl)-5,6,6a,7,8,9-hexahydropyrrolo[1',2':4,5]pyrazino[2,3-c]pyridazin-8-yl)oxy)quinoline-6-carbaldehyde FC([C@]12N(C=3C(=NN=C(C3)C3=C(C(=CC=C3)F)O)NC1)C[C@@H](C2)OC2=NC1=CC=C(C=C1C=C2)C=O)F